(5S)-7-chloro-4,4-difluoro-5-(hydroxymethyl)-2,3,4,5-tetrahydro-1H-benzo[b]azepin-5-ol ClC1=CC2=C(NCCC([C@@]2(O)CO)(F)F)C=C1